Tert-butyl ((5-bromo-2-(methoxymethyl)-1-methyl-6-(trifluoromethyl)-1H-benzo[d]imidazol-4-yl)methyl)carbamate BrC1=C(C2=C(N(C(=N2)COC)C)C=C1C(F)(F)F)CNC(OC(C)(C)C)=O